C(C1=CC=CC=C1)(C1=CC=CC=C1)OC1=C(C(=C2C(C(C(OC2=C1)(C1=CC=CC=C1)OC(C1=CC=CC=C1)C1=CC=CC=C1)(O)OC(C1=CC=CC=C1)C1=CC=CC=C1)(O)OC(C)=O)OC(C1=CC=CC=C1)C1=CC=CC=C1)OC(C1=CC=CC=C1)C1=CC=CC=C1 penta(benzhydryloxy)-4-acetoxyflavan-3,4-diol